PROPAN-2-OL CC(C)O